C(C1=CC=CC=C1)N([C@@H](C(=O)N[C@@H](CCCC1=CC=CC=C1)B(O)O)CC(=O)N1CCOCC1)C(=O)OC(C)(C)C ((R)-1-((R)-2-(benzyl(tert-butoxycarbonyl)amino)-4-morpholino-4-oxobutanamido)-4-phenylbutyl)boronic acid